CC1=C(C=CC=C1)CCNC(=N)N 1-(2-methylphenylethyl)guanidine